Tert-butyl 4-(5-((6-(5-(4-fluorophenyl)-1-isopropyl-4-oxo-1,4-dihydropyridazin-3-carboxamido) pyridin-3-yl) oxy)-1-methyl-1H-indazol-6-yl)-1H-pyrazole-1-carboxylate FC1=CC=C(C=C1)C=1C(C(=NN(C1)C(C)C)C(=O)NC1=CC=C(C=N1)OC=1C=C2C=NN(C2=CC1C=1C=NN(C1)C(=O)OC(C)(C)C)C)=O